C1CCN2CCCC12COC1=NC=2CC3(CCC2C(=N1)N1[C@H]2CN(C[C@@H]1CC2)C(=O)OCC=C)CCCC2=CC=CC=C23 allyl (1R,5S)-8-(2'-((tetrahydro-1H-pyrrolizin-7a(5H)-yl)methoxy)-3,4,5',8'-tetrahydro-2H,6'H-spiro[naphthalene-1,7'-quinazolin]-4'-yl)-3,8-diazabicyclo[3.2.1]octane-3-carboxylate